COC1=CC=C(CN(C=2N=C(C3=C(C=NN(C3=O)CC3=CC=C(C=C3)CN3CCCC3)N2)NC(C)CCC)CC2=CC=C(C=C2)OC)C=C1 2-(Bis(4-methoxybenzyl)amino)-4-(pentan-2-ylamino)-6-(4-(pyrrolidin-1-ylmethyl)benzyl)pyrimido[4,5-d]pyridazin-5(6H)-one